FC1=CC=C(C=C1)CNC(=O)C=1C(=NC2=CC(=CC=C2C1C)C(F)(F)F)CCC N-[(4-fluorophenyl)-methyl]-4-methyl-2-propyl-7-(trifluoromethyl)-quinoline-3-carboxylic acid amide